5-(1-(tert-Butoxycarbonyl)-3-fluoropiperidin-4-yl)-2-(2-((tert-butoxycarbonyl)amino)pyridin-4-yl)-3-ethyl-1H-indole-1-carboxylic acid tert-butyl ester C(C)(C)(C)OC(=O)N1C(=C(C2=CC(=CC=C12)C1C(CN(CC1)C(=O)OC(C)(C)C)F)CC)C1=CC(=NC=C1)NC(=O)OC(C)(C)C